6-bromo-5-fluoro-N-(2-methanesulfonylpyridin-3-yl)pyridine-3-carboxamide BrC1=C(C=C(C=N1)C(=O)NC=1C(=NC=CC1)S(=O)(=O)C)F